CC1(OB(OC1(C)C)C1=CC=C(C=C1)C=1SC2=C(N1)C=CC=C2)C 4,4,5,5-tetramethyl-2-{4-(benzothiazole-2-yl)phenyl}-1,3,2-dioxaborolane